C(C)(C)(C)OC(=O)N1[C@@H]2[C@H]([C@H]([C@H]1CC2)CCO)O |r| (±)-(1s,2s,3s,4r)-2-hydroxy-3-(2-hydroxyethyl)-7-azabicyclo[2.2.1]heptane-7-carboxylic acid tert-butyl ester